C(C)(=O)C1=C(N2N(CC(C2=O)NC(=O)OC(C)(C)C)C1)C(=O)OCCCC butyl 2-acetyl-6-((tert-butoxycarbonyl)amino)-5-oxo-6,7-dihydro-1H,5H-pyrazolo[1,2-a]pyrazole-3-carboxylate